Cl.N1CCC(CC1)NC=1C=NC=CC1C(=O)O 3-(4-piperidylamino)pyridine-4-carboxylic acid hydrochloride